F[C@@H]1C(NC(C[C@@H]1OC1=CC=C(N=N1)C1=C(C=C(C=N1)C1=CC(N(C=C1)C)=O)O)(C)C)(C)C 6-(6-{[(3R,4S)-3-fluoro-2,2,6,6-tetramethylpiperidin-4-yl]oxy}pyridazin-3-yl)-5-hydroxy-1'-methyl[3,4'-bipyridin]-2'(1'H)-one